C1CC2=C(C=C1)NNC2 7-tetrahydroindazole